O=S1(C2=C(NC(C3=C1C=CC=C3)=O)C=C(C=C2)C(=O)NCC2=CN=C(S2)C2=CC=C(OC3CCN(CC3)C(=O)OCC3=CC=CC=C3)C=C2)=O benzyl 4-(4-(5-((5,5-dioxido-11-oxo-10,11-dihydrodibenzo[b,f][1,4]thiazepine-8-carboxamido) methyl) thiazol-2-yl) phenoxy)piperidine-1-carboxylate